4,6-dichloro-5-phenyl-2-methyl-pyrimidine ClC1=NC(=NC(=C1C1=CC=CC=C1)Cl)C